ClC=1C=C(C=CC1Cl)[C@@H]1N(OCC1)C1=CC(=NC=N1)NC=1C(=CC(=C(C1)NC(C=C)=O)N1CCC(CC1)N1CCOCC1)OC N-(5-((6-((R)-3-(3,4-dichlorophenyl)isoxazolidine-2-yl)pyrimidine-4-yl)amino)-4-methoxy-2-(4-morpholinopiperidine-1-yl)phenyl)acrylamide